N(=[N+]=[N-])CCOCCOCCOCCOCCOCCOCCOCCOCCOCCOCCOCCNC([C@@H](NC(CC[C@@H](C(=O)O)NC(CCCCCCCCCCCCCCCS(=O)(=O)O)=O)=O)CCC(=O)O)=O (38S,43S)-1-azido-38-(2-carboxyethyl)-37,40-dioxo-43-(16-sulfohexadecanamido)-3,6,9,12,15,18,21,24,27,30,33-undecaoxa-36,39-diazatetratetracontan-44-oic acid